O1CCN(CC1)CC=1NC(C2=C(N1)C=CS2)=O (morpholinomethyl)thieno[3,2-d]pyrimidin-4(3H)-one